ClC=1C=C2C(=CC(=NC2=CC1)C(F)(F)F)N[C@@H]1C[C@@H](CCC1)N1C(C2=NC=CC=C2C1)=O 6-((1R,3S)-3-((6-chloro-2-(trifluoromethyl)quinolin-4-yl)amino)cyclohexyl)-5,6-dihydro-7H-pyrrolo[3,4-b]pyridin-7-one